Dimethyl-4-cyclohexene-1,2-dicarboxylic acid CC1=C(CC(C(C1)C(=O)O)C(=O)O)C